C[Si](C)C tri(methyl)silicon